3-(diethylamino)propyl (1-hydroxytridecan-3-yl) carbonate C(OCCCN(CC)CC)(OC(CCO)CCCCCCCCCC)=O